OC1C=2N(CCC1C1N3C(C4=CC=CC=C14)=CN=C3)N=C(C2)C#N 4-hydroxy-5-(5H-imidazo[5,1-a]isoindol-5-yl)-4,5,6,7-tetrahydropyrazolo[1,5-a]pyridine-2-carbonitrile